C1(CCC1)CCC(C(=O)OCC(COC(C(CCCCCCCC)CCC1CCC1)=O)N1CCC2(CC1)CCN(CC2)CCCCO)CCCCCCCC 2-(9-(4-hydroxybutyl)-3,9-diazaspiro[5.5]undecan-3-yl)propane-1,3-diyl bis(2-(2-cyclobutylethyl)decanoate)